6-(3-amino-1-(4-((6-amino-9H-purin-9-yl)methyl)-6-(3,4-difluorophenyl)pyridin-3-yl)piperidin-3-yl)-2-fluoropyridin-3-ol NC1(CN(CCC1)C=1C=NC(=CC1CN1C2=NC=NC(=C2N=C1)N)C1=CC(=C(C=C1)F)F)C1=CC=C(C(=N1)F)O